N-hydroxy-N-(4-((4-morpholinophenyl)amino)benzyl)pivalamide ON(C(C(C)(C)C)=O)CC1=CC=C(C=C1)NC1=CC=C(C=C1)N1CCOCC1